NCCOCCNC1=C2C(N(C(C2=CC=C1)=O)C1C(NC(CC1)=O)=O)=O 4-((2-(2-Aminoethoxy)ethyl)amino)-2-(2,6-dioxopiperidin-3-yl)isoindoline-1,3-dione